Tris(t-pentoxy)silanol C(C)(C)(CC)O[Si](O)(OC(C)(C)CC)OC(C)(C)CC